2-((tetrahydro-3-thienyl)amino)-1,3-propanediol S1CC(CC1)NC(CO)CO